C(C)(C)(C)N1N=C(C2=CC(=CC(=C12)C(C(=O)O)N1CC(C1)OCCCCCC1=NC=2NCCCC2C=C1)C)C 2-(1-(tert-butyl)-3,5-dimethyl-1H-indazol-7-yl)-2-(3-((5-(5,6,7,8-tetrahydro-1,8-naphthyridin-2-yl)pentyl)oxy)azetidin-1-yl)acetic acid